methyl (3S)-3-(3,5-dichlorophenyl)-3-(2-(4-((5-fluoro-1,4,5,6-tetrahydropyrimidin-2-yl)amino)-1H-indazole-6-carboxamido)acetamido)propanoate trifluoroacetate FC(C(=O)O)(F)F.ClC=1C=C(C=C(C1)Cl)[C@H](CC(=O)OC)NC(CNC(=O)C1=CC(=C2C=NNC2=C1)NC=1NCC(CN1)F)=O